C1(=CC=CC=C1)C(C(=O)OC(C(C(CC)OC(C1=CC=CC=C1)=O)C)CCC)=O 4-methyl-3,5-octanediol benzoate phenylglyoxylate